C(C)C=1C=NN(C1)C1(CN(C1)C=1C=2N(C=CC1)N=C(N2)NC=2C=NN(C2)CC(=O)N2CCN(CC2)CCOC)CC#N 2-[3-(4-ethylpyrazol-1-yl)-1-[2-[[1-[2-[4-(2-methoxyethyl)piperazin-1-yl]-2-oxo-ethyl]pyrazol-4-yl]amino]-[1,2,4]triazolo[1,5-a]pyridin-8-yl]azetidin-3-yl]acetonitrile